[N+](=O)([O-])C1=CC=C(C=C1)S(=O)(=O)OC1CCC(CC1)CN1CCN(CC1)C=1SC2=C(C(C1)=O)C=C(C=C2[N+](=O)[O-])C(F)(F)F 2-(4-(4-(4-Nitrobenzenesulfonyloxy)cyclohexylmethyl)piperazin-1-yl)-6-(trifluoromethyl)-8-nitro-benzothiopyran-4-one